4-chloro-2-(2-ethoxy-2-oxo-ethyl)benzoic acid ClC1=CC(=C(C(=O)O)C=C1)CC(=O)OCC